C1(CCC1)NS(=O)(=O)C[C@H](CC(=O)N1CC(CCC1)(F)F)NC(=O)C1=NN(C(=C1)C1=C(C=CC=C1)C(F)(F)F)C1CCCC1 (S)-N-(1-(N-cyclobutylsulfamoyl)-4-(3,3-difluoropiperidin-1-yl)-4-oxobutan-2-yl)-1-cyclopentyl-5-(2-(trifluoromethyl)phenyl)-1H-pyrazole-3-carboxamide